ClC=1C(=NN(C1)CC(=O)NC=1C=NC(=C(C1)F)N1C=NC(=C1)C1NCCOC1)C(F)(F)F 2-(4-chloro-3-(trifluoromethyl)-1H-pyrazol-1-yl)-N-(5-fluoro-6-(4-(morpholin-3-yl)-1H-imidazol-1-yl)pyridin-3-yl)acetamide